CC1(OC[C@H](O1)CN1C(C2=C(C=NC=C2C=C1)NC1=C(C=C(C=C1)I)F)=O)C (R)-2-((2,2-dimethyl-1,3-dioxolan-4-yl)methyl)-8-(2-fluoro-4-iodophenylamino)-2,6-naphthyridin-1(2H)-one